BrC=1C(=C(C=NNC(C2=CC=CC=C2)=O)C=C(C1)Br)O (3,5-dibromo-2-hydroxybenzylidene)-benzohydrazide